3-cyano-2-oxohexahydro-2H-3,5-methanocyclopenta[b]furan-6-yl methacrylate C(C(=C)C)(=O)OC1C2CC3C1OC(C3(C2)C#N)=O